(1s,4s)-N-(3-Methoxy-4-methylphenyl)-4-(4-methyl-1-oxo-6-((1-((2-(trimethylsilyl)ethoxy)methyl)-1H-imidazol-2-yl)methoxy)isoindolin-2-yl)cyclohexane-1-carboxamide COC=1C=C(C=CC1C)NC(=O)C1CCC(CC1)N1C(C2=CC(=CC(=C2C1)C)OCC=1N(C=CN1)COCC[Si](C)(C)C)=O